5-ethynylpyrimidine-2,4(1H,3H)-dione C(#C)C=1C(NC(NC1)=O)=O